(4-cyclopropylphenyl)acetamide C1(CC1)C1=CC=C(C=C1)CC(=O)N